C(C=C)OC(C1=CC(=C(C=C1)OCCN1CCOCC1)CNS(=O)(=O)CC(=O)OC(C)(C)C)=O 3-((N-(tert-butoxycarbonyl)methylsulfonylamino)methyl)-4-(2-morpholinoethoxy)benzoic acid allyl ester